FC1=C(C=C(C(=C1)OC1=CC2=C(N(N=N2)C)C=C1)C)NC=1C2=C(N=CN1)C=CC(=N2)N2CCN(CC2)C(C=C)=O 1-(4-(4-((2-fluoro-5-methyl-4-((1-methyl-1H-benzo[d][1,2,3]triazol-5-yl)oxy)phenyl)amino)pyrido[3,2-d]pyrimidin-6-yl)piperazin-1-yl)prop-2-en-1-one